(4-(2-Morpholinoethyl)phenyl)methanol O1CCN(CC1)CCC1=CC=C(C=C1)CO